1-methyl-2-oxo-1,2,3,4-tetrahydroquinoline-6-carboxylic acid CN1C(CCC2=CC(=CC=C12)C(=O)O)=O